CC1=C(C=C(C=C1)C(NC1=NC=CC(=C1)OC(F)(F)F)=O)[C@H]1CN(CC1)C1=CC(=NC=C1)C(=O)N (S)-4-(3-(2-methyl-5-((4-(trifluoromethoxy)pyridin-2-yl)carbamoyl)phenyl)pyrrolidin-1-yl)picolinamide